t-hexylperoxy n-butyl monocarbonate C(OOOC(C)(C)CCC)(OCCCC)=O